(3ar,6as)-hexahydro-1H-2λ2-cyclopenta[c]pyrrole C1[N]C[C@H]2[C@@H]1CCC2